3-((6-fluoro-2-(1H-imidazol-1-yl)-7-(3-(piperidin-1-yl)propoxy)quinazolin-4-yl)amino)tetrahydro-2H-thiopyran 1,1-dioxide FC=1C=C2C(=NC(=NC2=CC1OCCCN1CCCCC1)N1C=NC=C1)NC1CS(CCC1)(=O)=O